(4-(3-fluoro-2-(trifluoromethyl)-phenyl)piperidin-1-yl)(5-(3,3,3-trifluoropropyl)-4,5,6,7-tetrahydro-1H-pyrazolo[4,3-c]pyridin-3-yl)-methanone FC=1C(=C(C=CC1)C1CCN(CC1)C(=O)C1=NNC2=C1CN(CC2)CCC(F)(F)F)C(F)(F)F